NC1=CC2=C(N=C(N=C2)NC2CCN(CC2)S(=O)(=O)CCC#C)N(C1=O)C1CCCC1 6-amino-2-{[1-(but-3-yn-1-ylsulfonyl)piperidin-4-yl]amino}-8-cyclopentylpyrido[2,3-d]pyrimidin-7(8H)-one